calcium 2,3,4,5,6-pentafluorobenzoate FC1=C(C(=O)[O-])C(=C(C(=C1F)F)F)F.[Ca+2].FC1=C(C(=O)[O-])C(=C(C(=C1F)F)F)F